CC1(OCCC(C1)N1C[C@@H]2[C@H](C1)CC(C2)NC=2N=NC(=CC2)C2=CC=C(C=C2)F)C (3aR,5s,6aS)-2-(2,2-dimethyltetrahydro-2H-pyran-4-yl)-N-(6-(4-fluorophenyl)pyridazin-3-yl)octahydrocyclopenta[c]pyrrol-5-amine